(4-amino-2,3-dimethylphenyl)-N,N-dimethylacetamide NC1=C(C(=C(C=C1)CC(=O)N(C)C)C)C